tert-butyl (R)-(3-((2-(cyclopropylamino)-2-oxoethoxy)methyl)pyrrolidin-3-yl)carbamate C1(CC1)NC(COC[C@@]1(CNCC1)NC(OC(C)(C)C)=O)=O